C(#N)C=1C=C(C=CC1)NC1=C(N(C2=CC=CC=C12)C)C(=O)N[C@@H](C)C1=CC=C(C(=O)O)C=C1 (S)-4-(1-(3-((3-cyanophenyl)amino)-1-methyl-1H-indole-2-carboxamido)ethyl)benzoic acid